(3R,4S)-3-amino-1-(N-(1-(1-aminocyclopropyl)ethyl)sulfamoyl)-4-(3-boronopropyl)pyrrolidine-3-carboxylic acid, 2,2,2-trifluoroacetic acid salt FC(C(=O)O)(F)F.N[C@]1(CN(C[C@@H]1CCCB(O)O)S(NC(C)C1(CC1)N)(=O)=O)C(=O)O